ClC1=CC(=NC=C1)[C@@H]1[C@H](C1)C(=O)NC1=NC=NC(=C1)NCC=1N=C2N(C=C(C=C2S(=O)(=O)C)C2CC2)C1 (1S,2S)-2-(4-chloropyridin-2-yl)-N-(6-(((6-cyclopropyl-8-(methylsulfonyl)imidazo[1,2-a]pyridin-2-yl)methyl)amino)pyrimidin-4-yl)cyclopropane-1-carboxamide